4-methoxy-2-methyl-1H-1,3-benzodiazole COC1=CC=CC=2NC(=NC21)C